N4,N4'-bis(4-(dimethylamino)cyclohexyl)-[1,1'-biphenyl]-4,4'-dicarboxamide CN(C1CCC(CC1)NC(=O)C1=CC=C(C=C1)C1=CC=C(C=C1)C(=O)NC1CCC(CC1)N(C)C)C